2,6-Dimethyl-3,7-diaminodibenzothiophen-5,5-dioxid CC1=CC2=C(S(C3=C2C=CC(=C3C)N)(=O)=O)C=C1N